N-[5-(4-isobutoxyphenyl)-4-methylthiazol-2-yl]-8-oxo-6,7-dihydro-5H-indolizine-5-carboxamide C(C(C)C)OC1=CC=C(C=C1)C1=C(N=C(S1)NC(=O)C1N2C=CC=C2C(CC1)=O)C